6-nitro-9H-pyrimido[4,5-b]indol-4-amine [N+](=O)([O-])C=1C=C2C3=C(NC2=CC1)N=CN=C3N